(±)-trans-3-(4-amino-3-(4-(2-fluoro-3-methoxyphenoxy)phenyl)-1H-pyrazolo[3,4-d]pyrimidin-1-yl)cyclopentane-1-ol NC1=C2C(=NC=N1)N(N=C2C2=CC=C(C=C2)OC2=C(C(=CC=C2)OC)F)[C@@H]2C[C@H](CC2)O |r|